C(C)OC(C(F)(F)C1=CC=CC=2OC(OC21)(F)F)=O 2-(2,2-difluoro-1,3-benzodioxol-4-yl)-2,2-difluoro-acetic acid ethyl ester